COC=1C=C(C2=CC=CC=C2C1)C1(CC1)C=1C(=C(C(=O)N)C=CC1)C (1-(3-methoxynaphthalen-1-yl)cyclopropyl)-2-methylbenzamide